C(C)(C)(C)C1C(CCCC1)OCC(CC)O 1-(2-tert-Butylcyclohexyloxy)-2-butanol